tert-butyl (2R,4R)-2-[[2-[(4,4-difluorocyclohexyl)amino]-2-oxo-1-[4-(trifluoromethyl)-3-pyridyl]ethyl]-[4-(pentafluoro-λ6-sulfanyl)phenyl]carbamoyl]-4-methoxy-pyrrolidine-1-carboxylate FC1(CCC(CC1)NC(C(C=1C=NC=CC1C(F)(F)F)N(C(=O)[C@@H]1N(C[C@@H](C1)OC)C(=O)OC(C)(C)C)C1=CC=C(C=C1)S(F)(F)(F)(F)F)=O)F